C(C)(=O)OI(C1=CC=CC=C1)OC(C)=O [acetyloxy(phenyl)-λ3-iodanyl] acetate